CN1N=NC2=C1C=CC(=C2C)[C@H](CC(=O)O)C=2C=C(C1=C(C=CS1)C2)CN2C[C@H](OC1=C([C@H]2C)N=C(C=C1)O)CC |o1:32| (3R)-3-(1,4-dimethyl-1H-benzotriazol-5-yl)-3-(7-{[(2R,5R*)-2-ethyl-7-hydroxy-5-methyl-2,3-dihydropyrido[2,3-f][1,4]oxazepin-4(5H)-yl]methyl}-1-benzothiophen-5-yl)propanoic acid